[Na+].C(C)N(C1=CC=C(C=C1)C(C1=C(C=CC(=C1)S(=O)(=O)[O-])S(=O)(=O)[O-])C1=CC=C(C=C1)N(CC)CC)CC.[Na+] 2-(bis(4-(diethylamino) phenyl) methyl)benzene-1,4-disulfonate sodium